C=1N=CN2C1C1=CC=CC=C1[C@H]2[C@H]2[C@@H](C=1N(CCC2)N=CC1)O (4S,5S)-5-((R)-5H-imidazo[5,1-a]isoindol-5-yl)-5,6,7,8-tetrahydro-4H-pyrazolo[1,5-a]azepin-4-ol